3-benzyl-1-(trans-4-((5-cyano-4-((2-(2-oxopyrrolidin-1-yl)ethyl)amino)-pyrimidin-2-yl)-amino)cyclohexyl)-1-(5-(1-methyl-1H-pyrazol-4-yl)-pyridin-2-yl)urea C(C1=CC=CC=C1)NC(N(C1=NC=C(C=C1)C=1C=NN(C1)C)[C@@H]1CC[C@H](CC1)NC1=NC=C(C(=N1)NCCN1C(CCC1)=O)C#N)=O